quinazoline-2(1H)-carboxylic acid tert-butyl ester C(C)(C)(C)OC(=O)C1NC2=CC=CC=C2C=N1